OC=1C=C(C2COC3=CC(=CC=C3C2=O)O)C=CC1O 3',4',7-trihydroxyisoflavanone